N[C@]1([C@@H]2N(C(=C(CO2)CSC2=NN=NN2)C(=O)[O-])C1=O)OC 7β-amino-7α-methoxy-3-(5-tetrazolyl)thiomethyl-1-oxa-3-cephem-4-carboxylate